FC1=CC=2N(C=C1)C=CN2 7-fluoro-imidazo[1,2-a]pyridin